C(C)(C)(C)OC(=O)N1CCC(CC1)NC=1N=CC2=CC=NC(=C2C1)N1CCCCC1.ClC=1C=NC=CC1C1=CC(=NN1)C1CCNCC1 3-chloro-4-(3-(piperidin-4-yl)-1H-pyrazol-5-yl)pyridine tert-butyl-4-((5-(piperidin-1-yl)-2,6-naphthyridin-3-yl)amino)piperidine-1-carboxylate